(3,4-difluorobenzyl)-1-(4-(pyridin-4-yl)phenyl)pyrrolidin-2-one FC=1C=C(CC2C(N(CC2)C2=CC=C(C=C2)C2=CC=NC=C2)=O)C=CC1F